rel-2-((3R,4R)-4-(((6-(cyclopropyl((6-(trifluoromethyl)pyridin-3-yl)methyl)amino)-5-fluoropyrimidin-4-yl)amino)methyl)-3-hydroxypiperidin-1-yl)acetamide C1(CC1)N(C1=C(C(=NC=N1)NC[C@@H]1[C@H](CN(CC1)CC(=O)N)O)F)CC=1C=NC(=CC1)C(F)(F)F |o1:12,13|